(4-(((6-chloropyridin-2-yl)oxy)methyl)-3-fluorophenyl)(cyclopropyl)methanone ClC1=CC=CC(=N1)OCC1=C(C=C(C=C1)C(=O)C1CC1)F